The molecule is a stilbenoid that is trans-stilbene substituted by hydroxy groups at positions 3 and 3' and methoxy groups at positions 2' and 5. Isolated from Pholidota yunnanensis, it exhibits inhibitory activity on nitric oxide production. It has a role as a metabolite and an EC 1.14.13.39 (nitric oxide synthase) inhibitor. It is a stilbenoid, a member of methoxybenzenes and a polyphenol. COC1=CC(=CC(=C1)O)/C=C/C2=C(C(=CC=C2)O)OC